S1C2=C(C=C1)C=C(C=C2)C2=C(N=C1N2CCN1)C1=NC(=CC=C1)C 5-benzo[b]thiophen-5-yl-6-(6-methyl-pyridin-2-yl)-2,3-dihydro-1H-imidazo[1,2-a]imidazole